N-methyl-N-octadecyl-4-(octadecyl)anilinium C[NH+](C1=CC=C(C=C1)CCCCCCCCCCCCCCCCCC)CCCCCCCCCCCCCCCCCC